[O-]CC.[O-]CC.[Sb+2] antimony diethoxide